butyl phthalyl butyl glycolate CCCCOC(=O)COC(=O)C1=CC=CC=C1C(=O)OCCCC